ClC=1C=C(C=CC1)C(CO)NC(=O)C1=CN(C=C1)C1=CC(=NC=C1)N[C@H](CO)CC N-(1-(3-chloro-phenyl)-2-hydroxy-ethyl)-1-(2-(((S)-1-hydroxy-butan-2-yl)amino)pyridin-4-yl)-1H-pyrrole-3-carboxamide